(2S,3S)-1-tert-butoxycarbonyl-3-hydroxy-pyrrolidine-2-carboxylic acid C(C)(C)(C)OC(=O)N1[C@@H]([C@H](CC1)O)C(=O)O